C(C1=CC=CC=C1)OC=1C(=C(C=NC1C#N)C1=CC=NC=C1)C 5-(benzyloxy)-4-methyl-[3,4'-bipyridine]-6-carbonitrile